ClC1=C(C=NNC1=O)N1C[C@@H](CC1)OC1=NC=CC(=C1)C=1C(=NN(C1C)CC(=O)NC)C (R)-2-(4-(2-((1-(5-chloro-6-oxo-1,6-dihydropyridazin-4-yl)pyrrolidin-3-yl)oxy)pyridin-4-yl)-3,5-dimethyl-1H-pyrazol-1-yl)-N-methylacetamide